N-(2-chloro-5-methylpyridin-4-yl)-2,6-dimethyl-4-oxo-4H-pyran-3-amide ClC1=NC=C(C(=C1)NC(=O)C1=C(OC(=CC1=O)C)C)C